2-fluoro-5-(methoxymethyloxy)-N,N-dimethyl-4-(4,4,5,5-tetramethyl-1,3,2-dioxaborolan-2-yl)benzamide 1,1'-methylene-bis-(2-hydroxy-3-naphthoate) C(C1=C(C(=CC2=CC=CC=C12)C(=O)O)O)C1=C(C(=CC2=CC=CC=C12)C(=O)O)O.FC1=C(C(=O)N(C)C)C=C(C(=C1)B1OC(C(O1)(C)C)(C)C)OCOC